FC(CC(=O)C1=CC=C(C=C1)C1=CC=CC=C1)(F)F alpha-trifluoromethyl-p-phenylacetophenone